C1(CCCCC1)C1=CC=C(C=C1)C=1NC=2N(C(C1)=O)N=C(C2C(=O)N2CC(C2)CF)C(=C)CO 5-(4-cyclohexylphenyl)-3-(3-(fluoromethyl)azetidine-1-carbonyl)-2-(3-hydroxypropan-1-en-2-yl)pyrazolo[1,5-a]pyrimidin-7(4H)-one